C(C1=CC=CC=C1)N1N=CC(=C1)C1CN(C=CC1=O)C(=O)OCC1=CC=CC=C1 benzyl 3-(1-benzylpyrazol-4-yl)-4-oxo-2,3-dihydropyridine-1-carboxylate